N12NCC(CC1)C2 diazabicyclo(2.2.1)heptane